FC1=CC=C(C=C1)C(=C1CCN(CC1)CCC=1N=NN(C1)S(=O)(=O)C1=C(N=C(S1)C)C)C1=CC=C(C=C1)F 5-((4-(2-(4-(Bis(4-fluorophenyl)methylene)piperidin-1-yl)ethyl)-1H-1,2,3-triazol-1-yl)sulfonyl)-2,4-dimethylthiazole